2-(5-ethenyl-5-methyltetrahydrofuran-2-yl)-propanal C(=C)C1(CCC(O1)C(C=O)C)C